ClC=1C(=CC2=C(N(C[C@H](N(S2(=O)=O)C)C2CCCCC2)C2=CC=C(C=C2)OC)C1)C=1C=CC(=C(C(=O)OC)C1)F methyl (R)-5-(7-chloro-3-cyclohexyl-5-(4-methoxyphenyl)-2-methyl-1,1-dioxido-2,3,4,5-tetrahydrobenzo[f][1,2,5]thiadiazepin-8-yl)-2-fluorobenzoate